2-Benzyl-4-(3-chlorophenyl)-5-methylimidazole C(C1=CC=CC=C1)C=1NC(=C(N1)C1=CC(=CC=C1)Cl)C